C(#N)C=1C=CC(=C(C(=O)OC)C1)C=1NC=C(N1)C(F)(F)F methyl 5-cyano-2-(4-(trifluoromethyl)-1H-imidazol-2-yl)benzoate